N-(2,5-difluoro-4-(trimethylsilyl)phenyl)-2-(4-(methoxymethyl)phenyl)-2-(((6-oxopyrimidin-1(6H)-yl)acetyl)amino)acetamide FC1=C(C=C(C(=C1)[Si](C)(C)C)F)NC(C(NC(CN1C=NC=CC1=O)=O)C1=CC=C(C=C1)COC)=O